FC1=C(C(=CC(=C1)CNC)F)C=1C=C2C(=CN1)NN=C2C=2C=NN(C2)C2=C(C#N)C=CC=C2 2-(4-(5-(2,6-difluoro-4-((methylamino)methyl)phenyl)-1H-pyrazolo[3,4-c]pyridin-3-yl)-1H-pyrazol-1-yl)benzonitrile